FC1=C(C=C2C=NNC(C2=C1)=O)N1CCNCC1 7-fluoro-1-oxo-6-(piperazin-1-yl)phthalazine